FC(C1=C(OCC(=O)O)C=CC=C1)(F)F 2-[2-(trifluoromethyl)phenoxy]acetic acid